BrC1=C2N=CC=NC2=CC=C1NC=1N(CCN1)C(C(C)OC(C(C)O)=O)=O 2-hydroxy-propionic acid 2-[2-(5-bromo-quinoxalin-6-ylamino)-4,5-dihydro-imidazol-1-yl]-1-methyl-2-oxo-ethyl ester